decyl hydroxy ether OOCCCCCCCCCC